C1(CCCC1)OC=1C(=C2C(=NC1)NC(C2(C)C)=O)CC 5-(cyclopentyloxy)-4-ethyl-3,3-dimethyl-1,3-dihydro-2H-pyrrolo[2,3-b]pyridin-2-one